S(=O)(Cl)Cl thionyl dichloride